1-(2-(1-methyl-1H-imidazo[1,2-b]pyrazole-7-carbonyl)-2-azaspiro[3.3]heptan-6-yl)-3-(3-(methylsulfonyl)-5-(trifluoromethyl)phenyl)urea CN1C=CN2N=CC(=C21)C(=O)N2CC1(C2)CC(C1)NC(=O)NC1=CC(=CC(=C1)C(F)(F)F)S(=O)(=O)C